hexafluoropropene fluoride [F-].FC(C(=C(F)F)F)(F)F